N-(1-(4-cyanophenyl)ethyl)-6-(5-cyanopyridin-2-yl)-1-(2-morpholinoethyl)-2-oxo-1,2-dihydro-1,8-naphthyridine-3-carboxamide C(#N)C1=CC=C(C=C1)C(C)NC(=O)C=1C(N(C2=NC=C(C=C2C1)C1=NC=C(C=C1)C#N)CCN1CCOCC1)=O